N-(5-((3-((5-chloro-2-methylpyridin-4-yl)methyl)pyrrolidin-1-yl)methyl)-4-fluorothiazol-2-yl)acetamide ClC=1C(=CC(=NC1)C)CC1CN(CC1)CC1=C(N=C(S1)NC(C)=O)F